2,4,6-tris(ethoxy-phenylphosphinyl)-1,3,5-triazine C(C)OP(=O)(C1=NC(=NC(=N1)P(=O)(C1=CC=CC=C1)OCC)P(=O)(C1=CC=CC=C1)OCC)C1=CC=CC=C1